C[C@@H]1CCN2N=CC(C3=NNC=4C=CC(O[C@@H](CCO1)C)=CC34)=C2 (8R,12R)-8,12-dimethyl-9,13-dioxa-4,5,18,19-tetraazatetracyclo[12.5.2.12,5.017,20]docosa-1(19),2(22),3,14(21),15,17(20)-hexaene